FC(C1=NC=CC(=C1)C1CC12CC(C2)C(=O)O)(F)F 1-[2-(Trifluoromethyl)pyridin-4-yl]spiro[2.3]hexane-5-carboxylic acid